lauryl-argininol C(CCCCCCCCCCC)N[C@@H](CCCNC(N)=N)CO